ClC=1C=NC(=NC1)N1CCC(CC1)CCCOC1=CC(=C(C=C1)CC(=O)N1CC(C1)CC(=O)NCCS(=O)(=O)O)F 2-[[2-[1-[2-[4-[3-[1-(5-chloropyrimidin-2-yl)-4-piperidyl]propoxy]-2-fluoro-phenyl]acetyl]azetidin-3-yl]acetyl]amino]ethanesulfonic acid